(1-methyl-1H-pyrazol-4-yl)-5-(3-methylimidazo[1,2-b]pyridazin-6-yl)-7H-pyrrolo[2,3-d]pyrimidine CN1N=CC(=C1)C=1N=CC2=C(N1)NC=C2C=2C=CC=1N(N2)C(=CN1)C